C1(CC1)OC1=CC=2N=CN=C(C2N=C1NC(=O)C1(CC1)C(F)(F)F)C=1C(=NN(C1)C)C1=CC=CC=C1 N-[7-cyclopropoxy-4-(1-methyl-3-phenyl-1H-pyrazol-4-yl)pyrido[3,2-d]pyrimidin-6-yl]-1-(trifluoromethyl)cyclopropane-1-carboxamide